N1CCC(CC1)CN1CCN(CC1)C=1C=C(C=CC1)N[C@@H]1C(NC(CC1)=O)=O (S)-3-((3-(4-(Piperidin-4-ylmethyl)piperazin-1-yl)phenyl)amino)piperidine-2,6-dione